3-[4-(3-cyanophenyl)-2-(2-oxa-6-azaspiro[3.3]heptane-6-carbonylamino)thiazol-5-yl]pyrrolo[2,3-b]pyridine-1-carboxylic acid tert-butyl ester C(C)(C)(C)OC(=O)N1C=C(C=2C1=NC=CC2)C2=C(N=C(S2)NC(=O)N2CC1(COC1)C2)C2=CC(=CC=C2)C#N